5-(5-(cyclopropylcarbamoyl)-4-fluoro-2-methylphenyl)-2-((1-(hydroxymethyl)cyclopropyl)(methyl)amino)-N,N-dimethylnicotinamide C1(CC1)NC(=O)C=1C(=CC(=C(C1)C=1C=NC(=C(C(=O)N(C)C)C1)N(C)C1(CC1)CO)C)F